C1(=CC=CC=C1)P(C1=C(C=CC=C1)C=1OCC(N1)(C)C)C1=CC=CC=C1 2-[2-(diphenylphosphino)phenyl]-4,5-dihydro-4,4-dimethyloxazole